methoxymethyl (1S,3R,5S)-3-{[(benzyloxy)carbonyl]amino}-5-hydroxycyclohexane-1-carboxylate C(C1=CC=CC=C1)OC(=O)N[C@@H]1C[C@@H](C[C@@H](C1)O)C(=O)OCOC